CCCCCCCCC(CCCCCCCC)OC(C(CCCCCC)(NCCO)CCCCCCCC(=O)OCCC(CCCCCC)CCCCCC)=O (8-((3-hexylnonyl)oxy)-8-oxooctyl)-((2-hydroxyethyl)amino)octanoic acid heptadecan-9-yl ester